1-(2-Hydroxyphenyl)-3-(4-propoxyphenyl)prop-2-en-1-one OC1=C(C=CC=C1)C(C=CC1=CC=C(C=C1)OCCC)=O